FC1=C2C(=NN(C2=CC(=C1)C=1CCN(CC1)C(=O)OC(C)(C)C)C1OCCCC1)NC=1C=C(C=2N(C1)C=C(N2)C)F tert-butyl 4-[4-fluoro-3-[(8-fluoro-2-methyl-imidazo[1,2-a]pyridin-6-yl)amino]-1-tetrahydropyran-2-yl-indazol-6-yl]-3,6-dihydro-2H-pyridine-1-carboxylate